C(C)(C)(C)OC(=O)N1C[C@H]([C@@H](C1)CN(C)CC1=CC=C(C=C1)OC)O trans-tert-butyl-3-hydroxy-4-(((4-methoxybenzyl)(methyl)amino)methyl)pyrrolidine-1-carboxylate